C(C)(C)(C)OC(=O)N1CC2(CNC2CC#C)CC1 (prop-2-yn-1-yl)-2,6-diazaspiro[3.4]octane-6-carboxylic acid tert-butyl ester